5-[(2-chloro-3-fluoro-4-pyridyl)oxy]-N-(4-cyclopropyl-2-fluoro-phenyl)-4-methyl-pyridin-3-amine ClC1=NC=CC(=C1F)OC=1C(=C(C=NC1)NC1=C(C=C(C=C1)C1CC1)F)C